C1(CC1)C(=O)NC1=NC=C(C(=O)NC([2H])([2H])[2H])C(=C1)NC1=CSC=2C(=NN(C(C21)=O)CC)C 6-(Cyclopropanecarboxamido)-4-((5-ethyl-7-methyl-4-oxo-4,5-dihydrothieno[2,3-d]pyridazin-3-yl)amino)-N-(methyl-d3)nicotinamide